OC=1C=C2C=CC(=C(C2=CC1C)C)C(=O)O 6-hydroxy-1,7-dimethyl-2-naphthoic acid